FC1=C2C(=C(C=3N=C(NC31)[C@@H]3CNCC3)F)CC(C2)CN2CCC3(CN(C(O3)=O)C=3C=CC=1OCC(NC1N3)=O)CC2 6-[8-[[4,8-difluoro-2-[(3S)-pyrrolidin-3-yl]-3,5,6,7-tetrahydrocyclopenta[f]benzimidazol-6-yl]methyl]-2-oxo-1-oxa-3,8-diazaspiro[4.5]decan-3-yl]-4H-pyrido[3,2-b][1,4]oxazin-3-one